NC1CCN(CC1)CCC1=CC=C(C=C1)C1=CC2=C(N(C(N2C)=O)C2C(NC(CC2)=O)=O)C=C1 3-[5-[4-[2-(4-Amino-1-piperidyl)ethyl]phenyl]-3-methyl-2-oxo-benzimidazol-1-yl]piperidine-2,6-dione